3-{3-methyl-2-oxo-5-[3-(piperidin-4-yloxy)cyclobutyl]-1,3-benzodiazol-1-yl}piperidine-2,6-dione CN1C(N(C2=C1C=C(C=C2)C2CC(C2)OC2CCNCC2)C2C(NC(CC2)=O)=O)=O